ClC1=C(C=C(OCC(=O)NC23CC(C2)(C3)C(=O)NC3=CC=CC=C3)C=C1)F 3-[2-(4-chloro-3-fluorophenoxy)acetamido]-N-phenylbicyclo[1.1.1]pentane-1-carboxamide